FC=C(CC(F)(F)F)F 1,2,4,4,4-pentafluoro-1-butene